C(C)(C)C1CN(C1)C(=O)O[C@@H]1CC[C@H](CC1)C(N(C[C@@H]1CC[C@H](CC1)C1=NC(=C(C=C1)OC)C)C1=NC=CC(=C1)C=1C=NN(C1)C(C)C)=O trans-4-((4-(1-Iso-propyl-1H-pyrazol-4-yl)pyridin-2-yl)((trans-4-(5-methoxy-6-methylpyridin-2-yl)-cyclohexyl)methyl)-carbamoyl)cyclohexyl 3-isopropylazetidine-1-carboxylate